2-(cyclobutylmethoxy)-3-(4,4,5,5-tetramethyl-1,3,2-dioxaborolan-2-yl)pyridine C1(CCC1)COC1=NC=CC=C1B1OC(C(O1)(C)C)(C)C